N-(3,5-dimethoxyphenyl)-5-(isoindolin-2-yl)-7-(1H-pyrazol-4-yl)pyrazolo[1,5-a]pyrimidine-2-carboxamide COC=1C=C(C=C(C1)OC)NC(=O)C1=NN2C(N=C(C=C2C=2C=NNC2)N2CC3=CC=CC=C3C2)=C1